4-amino-7-chloro-N-cyclopropyl-N-((5-(trifluoromethyl)-2-pyridinyl)methyl)-1,3-dihydrofuro[3,4-c]quinoline-8-carboxamide NC1=NC=2C=C(C(=CC2C2=C1COC2)C(=O)N(CC2=NC=C(C=C2)C(F)(F)F)C2CC2)Cl